2,4-dichloro-5-(2-methyl-1H-indol-3-yl)-3,6-dioxan ClC1COC(C(O1)Cl)C1=C(NC2=CC=CC=C12)C